1-(3-(3,6-difluoro-9H-carbazol-9-yl)-2-hydroxypropyl)-3-ethylpyrrolidin-2-one FC=1C=CC=2N(C3=CC=C(C=C3C2C1)F)CC(CN1C(C(CC1)CC)=O)O